[Cu](Br)Br.C(CCCCC)=N hexaanimine copper bromide